C1(CCC(N1N1C(C(CC1=O)CC(CCSSC1=NC=CC=C1)S(=O)(=O)O)=O)=O)=O N-succinimidyl-4-(2-pyridyldithio)-2-sulfobutylsuccinimide